C12(CNCC(C1)C2)CO (3-azabicyclo[3.1.1]heptan-1-yl)methanol